N1-Cyclopropyl-5-(trifluoromethoxy)benzene-1,2-diamine C1(CC1)NC=1C(=CC=C(C1)OC(F)(F)F)N